amino-2-methyl-propanol NC(C(C)C)O